methyl (2-(4-ethylpiperazin-1-yl)ethyl)carbamate C(C)N1CCN(CC1)CCNC(OC)=O